1,4,7,10-tetraazacyclotridecan-1,4,7,10-tetraacetic acid N1(CCN(CCN(CCN(CCC1)CC(=O)O)CC(=O)O)CC(=O)O)CC(=O)O